N=1C=CN2C=NN=CC21 IMIDAZO[1,2-D][1,2,4]TRIAZINE